C1(CCCCC1)C(=O)O cyclohexane-1-carboxic acid